trans-3-(4-hydroxy-3-methoxyphenyl)acrylic acid OC1=C(C=C(C=C1)/C=C/C(=O)O)OC